(2s,3r)-1-(benzyloxy)-3-hydroxy-3-(4-methoxyphenyl)-1-oxopropane C(C1=CC=CC=C1)OC(C[C@H](C1=CC=C(C=C1)OC)O)=O